tert-Butyl ((4-chloro-2-(4,4,5,5-tetramethyl-1,3,2-dioxaborolan-2-yl)phenyl)sulfonyl)-L-prolinate ClC1=CC(=C(C=C1)S(=O)(=O)N1[C@@H](CCC1)C(=O)OC(C)(C)C)B1OC(C(O1)(C)C)(C)C